tert-Butyl 2-[2-[(4-methoxyphenyl)methyl]-5-[(4-methylsulfanylbenzoyl)amino]pyrazol-3-yl]-benzimidazole-1-carboxylate COC1=CC=C(C=C1)CN1N=C(C=C1C1=NC2=C(N1C(=O)OC(C)(C)C)C=CC=C2)NC(C2=CC=C(C=C2)SC)=O